2-(4-(2-((1R,3R,4S)-3-(3-chloroprop-1-en-2-yl)-4-methyl-4-vinylcyclohexyl)allyl)piperazin-1-yl)ethan-1-ol ClCC(=C)[C@@H]1C[C@@H](CC[C@]1(C=C)C)C(CN1CCN(CC1)CCO)=C